B(=O)C1=CC=C(C=C1)C=1C2=CC=C(N2)C(=C2C=CC(C(=C3C=CC(=C(C=4C=CC1N4)C4=CC=C(C=C4)B=O)N3)C3=CC=C(C=C3)B=O)=N2)C2=CC=C(C=C2)B=O 5,10,15,20-tetrakis(4-boroylphenyl)porphyrin